CNCC1CN(CCC1)S(=O)(=O)C N-methyl-1-(1-(methylsulfonyl)piperidin-3-yl)methanamine